FC1=C(CN2N=NC(=C2)C(=O)OCC)C(=CC=C1)F ethyl 1-(2,6-difluorobenzyl)-1H-1,2,3-triazole-4-carboxylate